3-bromoprop-1-ynyl(trimethyl)silane BrCC#C[Si](C)(C)C